C1(=CC(=CC=C1)C(=O)P(C1=CC=CC=C1)C1=CC=CC=C1)C(=O)P(C1=CC=CC=C1)C1=CC=CC=C1 1,3-phenylenebis((diphenylphosphaneyl)methanone)